5-(furan-2-yl)-2-(1-methylazetidin-3-yl)-[1,2,4]triazolo[1,5-c]pyrimidin O1C(=CC=C1)C1=NC=CC=2N1N=C(N2)C2CN(C2)C